FC(C(C(C(C(C(C(F)(F)F)(F)F)(F)F)(F)F)(F)F)(F)F)(C1=NC(=NC(=N1)C(C(C(C(C(C(C(F)(F)F)(F)F)(F)F)(F)F)(F)F)(F)F)(F)F)C(C(C(C(C(C(C(F)(F)F)(F)F)(F)F)(F)F)(F)F)(F)F)(F)F)F 2,4,6-tris(perfluoroheptyl)-1,3,5-triazine